ethyl 4-[[3-(tert-butoxycarbonylamino)-5-methyl-phenyl]carbamoyl]benzoate C(C)(C)(C)OC(=O)NC=1C=C(C=C(C1)C)NC(=O)C1=CC=C(C(=O)OCC)C=C1